1-(3-(7-chlorobenzofuran-5-yl)-6-(3-methoxypropyl)pyrazin-2-yl)piperidine-4-carboxylic acid ClC1=CC(=CC=2C=COC21)C=2C(=NC(=CN2)CCCOC)N2CCC(CC2)C(=O)O